CN1C(C2CCC(C1)N2C=2N=CC1=C(N2)C(=NN1)C=1C=NN(C1)C1=CC=NC=C1)=O 3-Methyl-8-(3-(1-(pyridin-4-yl)-1H-pyrazol-4-yl)-1H-pyrazolo[4,3-d]pyrimidin-5-yl)-3,8-diazabicyclo[3.2.1]octan-2-one